ClC=1C(=CC(=C(C1)NC1=NC(=NC=C1C(F)(F)F)NC=1C(=CC(=C(C1)NC(C=C)=O)N1C[C@@H](CC1)N(C)C)OC)C(C)(C)O)F (R)-N-(5-(4-(5-chloro-4-fluoro-2-(2-hydroxypropan-2-yl)phenylamino)-5-(trifluoromethyl)pyrimidin-2-ylamino)-2-(3-(dimethylamino)pyrrolidin-1-yl)-4-methoxyphenyl)acrylamide